6-[(2S)-2-aminopropyl]-2-chloro-N-[(pyridin-4-yl)methyl]thieno[3,2-d]pyrimidin-4-amine N[C@H](CC1=CC=2N=C(N=C(C2S1)NCC1=CC=NC=C1)Cl)C